3,3,3-trifluoro-2-((tributylstannyl)methoxy)propan-1-amine FC(C(CN)OC[Sn](CCCC)(CCCC)CCCC)(F)F